C(C(O)CO)N1C(C=2C(C1=O)=CC=CC2)=O N-glyceryl-phthalimide